2,3-di(tetradecyloxy)propyl-(2-hydroxyethyl)-dimethyl-ammonium C(CCCCCCCCCCCCC)OC(C[N+](C)(C)CCO)COCCCCCCCCCCCCCC